CN1C(C(C2=CC=CC=C12)(CC#CC1=CC=CC=C1)C1=CC=C(C=C1)C)=O 1-methyl-3-p-methylphenyl-3-(phenylprop-2-yn-1-yl)indolin-2-one